C(C)(=O)OC1=C2C(=CNC2=CC=C1)CCN(C(C)C)C(C)C 3-[2-(diisopropylamino) ethyl]-1H-indol-4-yl acetate